di(n-pentyl) adipate C(CCCCC(=O)OCCCCC)(=O)OCCCCC